ClC1=CC=C2C(=CC(=NC2=C1)N1CC(N=CC=C1)=O)N1C=NC=C1 4-(7-chloro-4-(1H-imidazol-1-yl)quinolin-2-yl)-1,4-diazepin-2-one